5-cyclopentadienyl-methylphenylsilane titanium [Ti].C1(C=CC=C1)C=1C=CC=C(C1)[SiH2]C